CC(CCCCCCCCCCCCCC(=O)O)CC(=O)O 15-methylheptadecanedioic acid